C(C)(=O)C1=NN(C(N1CC)=O)C1=NC(=C(C(=O)NC=2C(=NNC2C(F)(F)F)C)C=C1F)O[C@H](C(F)(F)F)C (S)-6-(3-Acetyl-4-ethyl-5-oxo-4,5-dihydro-1H-1,2,4-triazol-1-yl)-5-fluoro-N-(3-methyl-5-(trifluoromethyl)-1H-pyrazol-4-yl)-2-((1,1,1-trifluoropropan-2-yl)oxy)nicotinamide